2-amino-N-((tetrahydro-2H-pyran-4-yl)methyl)benzamide NC1=C(C(=O)NCC2CCOCC2)C=CC=C1